N2-(2-(1-(Cyclopropylsulfonyl)-1H-pyrazol-4-yl)pyrimidin-4-yl)-N4-(((1s,3s)-3-((dimethylamino)methyl)cyclobutyl)methyl)-5-(1-methyl-1H-pyrazol-3-yl)pyridine-2,4-diamine C1(CC1)S(=O)(=O)N1N=CC(=C1)C1=NC=CC(=N1)NC1=NC=C(C(=C1)NCC1CC(C1)CN(C)C)C1=NN(C=C1)C